FC(S(=O)(=O)[O-])(F)F.OC=1C2=C(N=C(N1)C)C=[N+](C(=C2)N2CCOCC2)C 4-hydroxy-2,7-dimethyl-6-morpholinopyrido[3,4-d]pyrimidin-7-ium trifluoromethanesulfonate